ClC1=C(C(=CC=C1)C#N)CC(=O)NC1=CC(=NC=C1)N(C(C)=O)C1=CC=C(C=C1)F N-{4-[2-(2-chloro-6-cyanophenyl)acetylamino]pyridin-2-yl}-N-(4-fluorophenyl)acetamide